rel-(2R,3S,5R)-3-(3,4-difluoro-2-methoxyphenyl)-N-(6-((R*)-1,2-dihydroxyethyl)pyridin-3-yl)-5-methyl-5-(trifluoromethyl)tetrahydrofuran-2-carboxamide FC=1C(=C(C=CC1F)[C@H]1[C@@H](O[C@](C1)(C(F)(F)F)C)C(=O)NC=1C=NC(=CC1)[C@H](CO)O)OC |o1:8,9,11,27|